(4S,5R)-3-benzyl-4-(difluoromethyl)-5-methyloxazolidin-2-one C(C1=CC=CC=C1)N1C(O[C@@H]([C@H]1C(F)F)C)=O